C(C)OC(=O)C=1C(C(=C(NC1C)COCC[N+](=O)[O-])C(=O)OC)C1=C(C=CC=C1)Cl 6-methyl-2-(2-nitroethoxy)methyl-4-(2-chlorophenyl)-1,4-dihydro-3,5-pyridinedicarboxylic acid methyl ethyl ester